tripropylammonium tetrakis(2,4-dimethylphenyl)borate tert-butyl-((1S,2R,4S)-2-azido-4-(dimethylcarbamoyl)cyclohexyl)carbamate C(C)(C)(C)N(C([O-])=O)[C@@H]1[C@@H](C[C@H](CC1)C(N(C)C)=O)N=[N+]=[N-].CC1=C(C=CC(=C1)C)[B-](C1=C(C=C(C=C1)C)C)(C1=C(C=C(C=C1)C)C)C1=C(C=C(C=C1)C)C.C(CC)[NH+](CCC)CCC.C(CC)[NH+](CCC)CCC